BrCC(=O)C=1C=CC2=C(N(C(N2)=O)C)C1 6-(2-bromoacetyl)-1-methyl-1,3-dihydro-2H-benzo[d]imidazol-2-one